3-[4-[3-[[(3S,4S)-3-fluoro-4-piperidinyl]oxymethyl]azetidin-1-yl]-3-methyl-2-oxo-benzimidazol-1-yl]piperidine-2,6-dione F[C@H]1CNCC[C@@H]1OCC1CN(C1)C1=CC=CC=2N(C(N(C21)C)=O)C2C(NC(CC2)=O)=O